(2r,3r)-2,3-dihydroxysuccinate O[C@@H](C(=O)[O-])[C@H](C(=O)[O-])O